di(tetradecyl) ether C(CCCCCCCCCCCCC)OCCCCCCCCCCCCCC